C1(CCCCC1)NCCCCN1C(=NC=2C(=NC=3C=CC=CC3C21)N)CC 1-(4-(cyclohexylamino)butyl)-2-ethyl-1H-imidazo[4,5-c]quinolin-4-amine